N1CC(C1)C1=CC2=C(N(C(N2C)=O)C2C(NC(CC2)=O)=O)C=C1 3-[5-(azetidin-3-yl)-3-methyl-2-oxo-benzimidazol-1-yl]piperidine-2,6-dione